N-(2,6-difluoro-3-(1-methyl-6-((5-methylthiazol-2-yl)amino)-1H-pyrrolo[3,2-c]pyridin-4-yl)phenyl)acrylamide FC1=C(C(=CC=C1C1=NC(=CC2=C1C=CN2C)NC=2SC(=CN2)C)F)NC(C=C)=O